FC(C1=NC(=NO1)C1=CC=C(C=C1)CCC(=O)N)(F)F ([4-[5-(trifluoromethyl)-1,2,4-oxadiazol-3-yl]phenyl]methyl)acetamide